FC1([C@@]2(CCNC[C@H]12)C1=CC=C(C=C1)N[C@@H]1C(NC(CC1)=O)=O)F (S)-3-((4-((1R,6R)-7,7-difluoro-3-azabicyclo[4.1.0]heptan-6-yl)phenyl)amino)piperidine-2,6-dione